5-[3-acetyl-6-[5-[(6-methylpyridazin-3-yl)amino]benzimidazol-1-yl]-2-pyridyl]-1-methyl-pyrazole-3-carbonitrile C(C)(=O)C=1C(=NC(=CC1)N1C=NC2=C1C=CC(=C2)NC=2N=NC(=CC2)C)C2=CC(=NN2C)C#N